NC=1C(=NC=C(N1)N1CCC2([C@@H]([C@@H](OC2)C)N)CC1)SC1=CC(=NC=C1)N1CCN(CC1)CC1=C(C=CC=C1)C1C(NC(CC1)=O)=O 3-(2-((4-(4-((3-amino-5-((3S,4S)-4-amino-3-methyl-2-oxa-8-azaspiro[4.5]decan-8-yl)pyrazin-2-yl)thio)pyridin-2-yl)piperazin-1-yl)methyl)phenyl)piperidine-2,6-dione